Cl.N1(CCCC1)CCOC1=C(C(=O)NN)C=CC=C1 2-(2-(pyrrolidin-1-yl)ethoxy)benzohydrazide hydrochloride